tert-butyl ((1r,3r)-3-(4-(2-(4-((2-bromopyridin-4-yl)oxy)phenyl)propan-2-yl)phenoxy)cyclobutyl)carbamate BrC1=NC=CC(=C1)OC1=CC=C(C=C1)C(C)(C)C1=CC=C(OC2CC(C2)NC(OC(C)(C)C)=O)C=C1